COC1=NC(=CC=C1NC(=O)C=1C(=NOC1C)C1=CC=CC=C1)C1=NN=C2N1CCN(C2)C N-(2-Methoxy-6-(7-methyl-5,6,7,8-tetrahydro-[1,2,4]triazolo[4,3-a]pyrazin-3-yl)pyridin-3-yl)-5-methyl-3-phenylisoxazole-4-carboxamide